NC1=C(C=C(C=C1)N)S(=O)(=O)O 2,5-diaminobenzenesulphonic acid